(S)-N-(2-cyclopropyl-3-(4-fluorophenyl)-2-methylpropyl)-5-methyl-6-oxo-1,6-dihydropyrimidine-2-carboxamide C1(CC1)[C@@](CNC(=O)C=1NC(C(=CN1)C)=O)(CC1=CC=C(C=C1)F)C